(S)-3-(4-(methoxycarbonyl)phenyl)piperazine-1-carboxylic acid tert-butyl ester C(C)(C)(C)OC(=O)N1C[C@@H](NCC1)C1=CC=C(C=C1)C(=O)OC